ethyl (S)-3-((tert-butoxycarbonyl)amino)-3-(2'-ethyl-4-fluoro-5,6'-dimethyl-[1,1'-biphenyl]-3-yl)propanoate C(C)(C)(C)OC(=O)N[C@@H](CC(=O)OCC)C=1C=C(C=C(C1F)C)C1=C(C=CC=C1C)CC